6,6'-(6-phenyl-1,3,5-triazine-2,4-diyl)bis(3-methyl-9-(pyrimidin-4-yl)-9H-carbazole) C1(=CC=CC=C1)C1=NC(=NC(=N1)C=1C=C2C=3C=C(C=CC3N(C2=CC1)C1=NC=NC=C1)C)C=1C=C2C=3C=C(C=CC3N(C2=CC1)C1=NC=NC=C1)C